ClC=1C(=NC=C(C1)Cl)OC1CCC(CC1)NC=1C=C(C(=O)OC)C=CC1[N+](=O)[O-] methyl 3-(((1r,4r)-4-((3,5-dichloropyridin-2-yl)oxy)cyclohexyl)amino)-4-nitrobenzoate